5,6,7,8-tetrahydro-2H-2,7-naphthyridin-3-one hydrochloride Cl.C=1NC(C=C2CCNCC12)=O